FCCCN1C[C@H](CC1)OC1=CC=C(C=C1)C1=C(CCC=2C=CC(=CC12)O)C1=C(C=C(C=C1)OC(F)(F)F)F 8-[4-[(3S)-1-(3-fluoropropyl)pyrrolidin-3-yl]oxyphenyl]-7-[2-fluoro-4-(trifluoromethoxy)phenyl]-5,6-dihydronaphthalen-2-ol